(2-(5-Bromo-7-chloro-2,4-dimethyl-2-(1,4-dioxaspiro[4.5]dec-8-yl)-2,3-dihydrobenzofuran-6-yl)ethyl)carbamic acid tert-butyl ester C(C)(C)(C)OC(NCCC1=C(C2=C(CC(O2)(C2CCC3(OCCO3)CC2)C)C(=C1Br)C)Cl)=O